(1R,3S)-3-[3-({[5-methoxy-2-(methylsulfonyl)phenyl]acetyl} amino)-1H-pyrazol-5-yl]cyclopentylpropylcarbamate COC=1C=CC(=C(C1)CC(=O)NC1=NNC(=C1)[C@@H]1C[C@H](CC1)CCCNC([O-])=O)S(=O)(=O)C